C(C)OC1=CC=C(C=C1)CNC1=NN2C(NC(=CC2=O)CCC)=N1 2-[(4-ethoxyphenyl)methylamino]-5-propyl-4H-[1,2,4]triazolo[1,5-a]pyrimidin-7-one